2-Amino-6-(hydroxymethyl)-7-oxo-6-phenyl-4,5,6,7-tetrahydrobenzo[b]thiophene-3-carboxamide NC1=C(C2=C(S1)C(C(CC2)(C2=CC=CC=C2)CO)=O)C(=O)N